3-methoxy-5-(4,4,5,5-tetramethyl-1,3,2-dioxaborolan-2-yl)benzonitrile COC=1C=C(C#N)C=C(C1)B1OC(C(O1)(C)C)(C)C